2-(2-(2-bromoacetyl)-6-methoxypyrazolo[1,5-a]pyridin-4-yloxy)-N-methylacetamide BrCC(=O)C1=NN2C(C(=CC(=C2)OC)OCC(=O)NC)=C1